C(C)N1CCN(CC1)CC=1C=CC(=NC1)Br 5-(4-ethylpiperazine-1-yl)methyl-2-bromopyridine